ethyl 1-((6-cyclopropyl-8-(3-hydroxyoxetan-3-yl)imidazo[1,2-a]pyridin-2-yl)methyl)-1H-pyrazole-4-carboxylate C1(CC1)C=1C=C(C=2N(C1)C=C(N2)CN2N=CC(=C2)C(=O)OCC)C2(COC2)O